4-(4-chlorophenyl)-6-(cyclopropylmethoxy)-2-(2-methyl-2H-indazol-5-yl)pyrido[3,2-c]pyridazin-3(2H)-one ClC1=CC=C(C=C1)C1=C2C(=NN(C1=O)C1=CC3=CN(N=C3C=C1)C)C=CC(=N2)OCC2CC2